C(#N)C1=CC(=C(S1)C(=O)O)OC1C[C@H]2CC[C@@H](C1)N2C 5-cyano-3-(((1R,3s,5S)-8-methyl-8-azabicyclo[3.2.1]octan-3-yl)oxy)thiophene-2-carboxylic acid